(biphenylyl)(triphenylenylphenyl)triazine C1(=C(C=CC=C1)C=1C(=NN=NC1)C1=C(C=CC=C1)C1=CC=CC=2C3=CC=CC=C3C3=CC=CC=C3C12)C1=CC=CC=C1